C(#N)CNC1=NC(=NC=C1C(=O)N)NC1=CC2=C(OCC(CN2)O)C=C1 4-(cyanomethylamino)-2-((3-hydroxy-2,3,4,5-tetrahydro-benzo[b][1,4]oxazepin-7-yl)amino)pyrimidine-5-carboxamide